1-(difluoromethyl)-N-methyl-N'-((5-(trifluoromethyl)pyridin-2-yl)methyl)cyclopropane-1-carbohydrazide FC(C1(CC1)C(=O)N(NCC1=NC=C(C=C1)C(F)(F)F)C)F